4-(phenyldiazenyl)aniline C1(=CC=CC=C1)N=NC1=CC=C(N)C=C1